ClC=1C=CC=2C=3N(CCCC2N1)C1=C(C3)C(=NC=N1)N 3-chloro-6,7-dihydro-5H-pyrido[3,2-c]pyrimido[5',4':4,5]pyrrolo[1,2-a]azepin-12-amine